N-(6-ethylpyridin-2-yl)-7-methoxy-2-(4-oxaspiro[2.5]oct-1-yl)imidazo[1,2-a]pyridine-6-carboxamide C(C)C1=CC=CC(=N1)NC(=O)C=1C(=CC=2N(C1)C=C(N2)C2CC21OCCCC1)OC